O=C1NC(CCC1N1C(C2=CC(=C(C=C2C1=O)N1CCC(CC1)(F)CN1CCC(CC1)C=O)F)=O)=O 1-((1-(2-(2,6-dioxopiperidin-3-yl)-6-fluoro-1,3-dioxoisoindolin-5-yl)-4-fluoropiperidin-4-yl)methyl)piperidine-4-carbaldehyde